ethyl 2-(5-phenylisoxazol-3-yl)acetate ethyl-3,5-dioxo-5-phenylpentanoate C(C)OC(CC(CC(C1=CC=CC=C1)=O)=O)=O.C1(=CC=CC=C1)C1=CC(=NO1)CC(=O)OCC